2-(4-methanesulfonyl-2-nitrobenzoyl)cyclohexane-1,3-dione CS(=O)(=O)C1=CC(=C(C(=O)C2C(CCCC2=O)=O)C=C1)[N+](=O)[O-]